NC1=NC=CC(=C1Cl)SC=1N=CC(=NC1)N1CCC2([C@@H](C=3N(N=C(C3)C)C2)N)CC1 (S)-1-(5-((2-amino-3-chloropyridin-4-yl)thio)pyrazin-2-yl)-2'-methyl-4'H,6'H-spiro[piperidine-4,5'-pyrrolo[1,2-b]pyrazol]-4'-amine